potassium (2Z)-2-butene-2-yltrifluoroborate C\C(=C/C)\[B-](F)(F)F.[K+]